(R or S)-N-((3-(2-(5-fluoro-thiophen-2-yl)ethyl)-1-(2-(6-methylpyridin-3-yl)propan-2-yl)pyrrolidin-3-yl)methyl)methane-sulfonamide citrate C(CC(O)(C(=O)O)CC(=O)O)(=O)O.FC1=CC=C(S1)CC[C@@]1(CN(CC1)C(C)(C)C=1C=NC(=CC1)C)CNS(=O)(=O)C |o1:21|